CO[C@@H]1C[C@H]2OC(OC[C@H]2O[C@H]1SC)(C)C (4aR,6S,7R,8S,8aR)-7-Methoxy-2,2-dimethyl-6-(methylthio)hexahydropyrano[3,2-d][1,3]dioxin